2-(benzyl(methyl)amino)ethyl 3-oxobutanoate O=C(CC(=O)OCCN(C)CC1=CC=CC=C1)C